NC=1C2=C(N=CN1)N(C=C2)[C@@H]2S[C@H]([C@H]([C@H]2O)O)COC2=CC=C1C=CC(=NC1=C2)N |&1:12| (2R,3R,4S,SR)-2-(4-amino-7H-pyrrolo[2,3-d]pyrimidin-7-yl)-5-(((2-aminoquinolin-7-yl)oxy)methyl)tetrahydrothiophene-3,4-diol